SCCCCCCCCCCCC(COCCOCCOCCOCCOCCO)O (11-mercaptoundecyl)hexaethyleneglycol